(S)-1-palmitoylpyrrolidine-2-carboxylic acid C(CCCCCCCCCCCCCCC)(=O)N1[C@@H](CCC1)C(=O)O